(R)-3-(6-(3-Benzylmorpholino)-1-methyl-1H-pyrazolo[3,4-d]pyrimidin-3-yl)-2,6-difluoro-5-(trifluoromethyl)phenol C(C1=CC=CC=C1)[C@@H]1COCCN1C1=NC=C2C(=N1)N(N=C2C=2C(=C(C(=C(C2)C(F)(F)F)F)O)F)C